COC1=C(C(=NC=2N1N=C(C2C2=CC=CC=C2)C2=CC=CC=C2)NC2=NC=CC(=C2)O)C2=CC=C(C=C2)OC 2-((7-methoxy-6-(4-methoxyphenyl)-2,3-diphenylpyrazolo[1,5-a]pyrimidin-5-yl)amino)pyridin-4-ol